CC1=CC=CC(=N1)C1=C(N=CN1)C=1C=C2C=C(C=NC2=CC1)NCCN1CC(C1)C(=O)O[C@@H]1CN(CC1)C (S)-1-methylpyrrolidin-3-yl 1-(2-((6-(5-(6-methylpyridin-2-yl)-1H-imidazol-4-yl)quinolin-3-yl)amino)ethyl)azetidine-3-carboxylate